benzyl 4-bromo-2-(4,4-dimethyl-1,4-azasilinan-1-yl)benzoate BrC1=CC(=C(C(=O)OCC2=CC=CC=C2)C=C1)N1CC[Si](CC1)(C)C